2-((3,4-bis(benzyloxy)phenoxy)methyl)oxirane C(C1=CC=CC=C1)OC=1C=C(OCC2OC2)C=CC1OCC1=CC=CC=C1